CN([C@@H]1CN(CC1)C1=NC=C(C(=N1)OCC)C(=O)OCC)C ethyl (S)-2-(3-(dimethylamino) pyrrolidin-1-yl)-4-ethoxypyrimidine-5-carboxylate